C1(CCCC1)OCC1C2C3C4C=CC(C3C(C1)C2)C4 8-cyclopentyloxymethyl-tetracyclo[4.4.0.12,5.17,10]-3-dodecene